C(C)(C)(C)OC1=NC(=NC2=C(C(=C(C=C12)F)C1=C(C(=CC(=N1)N(CC1=CC=C(C=C1)OC)CC1=CC=C(C=C1)OC)C)C(F)(F)F)F)OC[C@]12CCCN2C[C@@H](C1)F 6-(4-(tert-butoxy)-6,8-difluoro-2-(((2R,7aS)-2-fluorotetrahydro-1H-pyrrolizin-7a(5H)-yl)methoxy)quinazolin-7-yl)-N,N-bis(4-methoxybenzyl)-4-methyl-5-(trifluoromethyl)pyridin-2-amine